(1-(4-bromopyridin-2-yl)piperidin-4-yl)ethan-1-ol BrC1=CC(=NC=C1)N1CCC(CC1)C(C)O